C1(CC1)C(=O)NC1=CC(=C(N=N1)C(=O)NC([2H])([2H])[2H])NC1=CC=CC2=C1N(C(C=1C=CC(=NC21)C)([2H])[2H])C 6-(cyclopropanecarboxamido)-4-((2,6-dimethyl-5,6-dihydrobenzo[h][1,6]naphthyridin-7-yl-5,5-d2)amino)-N-(methyl-d3)pyridazine-3-carboxamide